tert-butyl (1,3-dimethyl-2-oxo-7-(tetrahydro-2H-pyran-4-yl)-2,3-dihydro-1H-benzo[d]imidazol-5-yl)(methyl)carbamate CN1C(N(C2=C1C(=CC(=C2)N(C(OC(C)(C)C)=O)C)C2CCOCC2)C)=O